C(C1=CC=CC=C1)N1C(C2=CC=C(C=C2CC1)OC1=C(C=C(C=C1Cl)[N+](=O)[O-])Cl)=O 2-benzyl-6-(2,6-dichloro-4-nitrophenoxy)-3,4-dihydroisoquinoline-1(2H)-one